C(C=C)(=O)N1C(CC(CC1)(OCC)OCC)CC#N 2-(1-acryloyl-4,4-diethoxypiperidin-2-yl)acetonitrile